carboxyglutamate N[C@@H](CC(C(=O)O)C(=O)[O-])C(=O)[O-]